CC1=CC=C(C=N1)OC1=CC(=NC=C1)C(=O)O 4-((6-methylpyridin-3-yl)oxy)picolinic acid